CNC(=O)CC(=O)NCCCN(CCCCCCCC(=O)OC(CCCCCCCC)CCCCCCCC)CCCCCCCC(OC(CC)CCCCCCCC)=O heptadecan-9-yl 8-((3-(2-(methylcarbamoyl)acetamido)propyl)(8-oxo-8-(undecan-3-yloxy)octyl)amino)octanoate